(R)-1,2,3,4,6,7,12,12b-octahydroindolo[2,3-a]quinolizine C1CCCN2CCC3=C([C@@H]12)NC1=CC=CC=C13